(10-aminodecyl)tris[3-(trifluoromethyl)phenyl]phosphonium bromide [Br-].NCCCCCCCCCC[P+](C1=CC(=CC=C1)C(F)(F)F)(C1=CC(=CC=C1)C(F)(F)F)C1=CC(=CC=C1)C(F)(F)F